OC1=CC=2[C@H]3[C@@H]([C@@H](OC2C=C1)C1=CC=C(C=C1)O)CC(C3)=O (3aS,4R,9bR)-8-Hydroxy-4-(4-hydroxy-phenyl)-1,3a,4,9b-tetrahydro-3H-cyclopenta[c]chromen-2-one